tert-butyl (S,Z)-3-(2-(3-(1-((tert-butylsulfinyl)imino)ethyl)phenyl)-2,2-difluoroethyl)azetidine-1-carboxylate C(C)(C)(C)[S@](=O)\N=C(\C)/C=1C=C(C=CC1)C(CC1CN(C1)C(=O)OC(C)(C)C)(F)F